C(C(C)C)N1CCC(CC1)C=1C=C2C(=C(NC2=CC1)C=1C=C(C2=C(NC=N2)C1)C)C(C)C 6-(5-(1-isobutylpiperidin-4-yl)-3-isopropyl-1H-indol-2-yl)-4-methyl-1H-benzo[d]imidazole